C(C)N(C=1C=CC=2CC3=CC(=C(C=C3C2C1)Cl)NCCOCC)CC 3-diethylamino-6-chloro-7-(β-ethoxyethyl)aminofluoren